azidomethyl-(N-methyliminodiacetic acid) boronate B(O)O.N(=[N+]=[N-])CC(C(=O)O)N(C)CC(=O)O